C1(=CC=CC=C1)NC(C#CC1=CC=C(C=C1)Br)=O N-phenyl-3-(4-bromophenyl)propynamide